C1(CC1)C(O)C1=NC=C(C=C1)F Cyclopropyl-(5-fluoro-2-pyridyl)methanol